BrC1=CC2=C(C=N1)N=C(S2)Cl 6-bromo-2-chloro-thiazolo[4,5-C]pyridine